C(C)(C)(C)OC(=O)N1C2(CC2)CN(CC1)C1=CC(=C(C=C1)C)C(=O)OC 7-(3-(methoxycarbonyl)-4-methylphenyl)-4,7-diazaspiro[2.5]octane-4-carboxylic acid tert-butyl ester